3-((2S)-2-hydroxy-3-(8-(4-methyl-3,4-dihydro-2H-benzo[b][1,4]oxazin-6-ylsulfonyl)-1-oxa-8-azaspiro[4.5]decan-3-ylamino)propoxy)-N,N-dimethylbenzenesulfonamide O[C@H](COC=1C=C(C=CC1)S(=O)(=O)N(C)C)CNC1COC2(C1)CCN(CC2)S(=O)(=O)C2=CC1=C(OCCN1C)C=C2